5-(1-(2-(4-chlorophenoxy)acetyl)-piperidin-4-yl)-3-hydroxy-pyridin ClC1=CC=C(OCC(=O)N2CCC(CC2)C=2C=C(C=NC2)O)C=C1